1-(7-((3-hydroxyphenyl)amino)-2,6-naphthyridin-1-yl)piperidine-4-carbonitrile OC=1C=C(C=CC1)NC1=NC=C2C=CN=C(C2=C1)N1CCC(CC1)C#N